NCC(C=1SC(=C(N1)CO)CO)NC(=O)C=1NC(=CC1)C1=NC=C(C=C1)C(F)(F)F N-(2-Amino-1-(4,5-bis(hydroxymethyl)thiazol-2-yl)ethyl)-5-(5-(trifluoromethyl)pyridin-2-yl)-1H-pyrrole-2-carboxamide